5-chloro-N-((1r,4r)-4-((3-(6-cyclobutylpyridin-3-yl)-2-oxo-2,3-dihydro-1H-benzo[d]imidazol-1-yl)methyl)cyclohexyl)-2-methylnicotinamide ClC=1C=NC(=C(C(=O)NC2CCC(CC2)CN2C(N(C3=C2C=CC=C3)C=3C=NC(=CC3)C3CCC3)=O)C1)C